C12(CC3CC(CC(C1)C3)C2)C2=C(C(O)=CC(=C2)C23CC1CC(CC(C2)C1)C3)O 3,5-bis(adamantan-1-yl)catechol